C(CCCC)C(=O)CCCCC pentylketon